BrC=1C(=NC=C(C1)C)C#N 3-bromo-5-methyl-pyridine-2-carbonitrile